tert-Butyl 4-(((3-(dimethylamino)propyl)(3-((2-(4-methoxyphenyl)quinolin-4-yl)amino)propyl) amino)methyl)piperidine-1-carboxylate CN(CCCN(CCCNC1=CC(=NC2=CC=CC=C12)C1=CC=C(C=C1)OC)CC1CCN(CC1)C(=O)OC(C)(C)C)C